C(C)SCC(CNC1=CC=CC=C1)O 1-(ethylthio)-3-(phenylamino)-2-propanol